(4aR,8aR)-6-(3-(2-methoxyethoxy)-1H-pyrazolo[3,4-b]pyridin-5-yl)-N-(1-methyl-2-oxo-5-(trifluoromethyl)-1,2-dihydropyridin-3-yl)octahydro-1H-pyrido[3,4-b][1,4]oxazine-1-carboxamide COCCOC1=NNC2=NC=C(C=C21)N2C[C@H]1OCCN([C@@H]1CC2)C(=O)NC=2C(N(C=C(C2)C(F)(F)F)C)=O